((S)-1-(4-fluorophenyl)-3,4-dihydro-isoquinolin-2(1H)-yl)((4aR,7R,8aS)-octahydropyrano[3,4-b][1,4]oxazin-7-yl)methanone FC1=CC=C(C=C1)[C@@H]1N(CCC2=CC=CC=C12)C(=O)[C@H]1C[C@H]2[C@@H](OCCN2)CO1